C12C3OC3C(C(C1)COC(C(=C)C)=O)C2 methacrylic acid 3-oxatricyclo[3.2.1.02,4]Octane-6-ylmethyl ester